(6S,8S)-3-((3,5-dimethylbenzyl)amino)-8-ethyl-N-((6-methyl-1H-pyrrolo[3,2-c]pyridin-2-yl)methyl)-4-oxo-4,6,7,8-tetrahydropyrrolo[1,2-a]pyrazine-6-carboxamide CC=1C=C(CNC2=NC=C3N(C2=O)[C@@H](C[C@@H]3CC)C(=O)NCC3=CC=2C=NC(=CC2N3)C)C=C(C1)C